7-(5-chloro-2-(3-(5-cyano-6-(4-cyclopropylpiperazin-1-yl)-2-methyl-4-oxopyrido[3,4-d]pyrimidin-3(4H)-yl)prop-1-yn-1-yl)phenyl)thieno[3,2-b]pyridine-3-carboxylic acid ClC=1C=CC(=C(C1)C1=C2C(=NC=C1)C(=CS2)C(=O)O)C#CCN2C(=NC1=C(C2=O)C(=C(N=C1)N1CCN(CC1)C1CC1)C#N)C